methyl 5-[(6-bromo-2-pyridyl)oxymethyl]isoindoline-2-carboxylate BrC1=CC=CC(=N1)OCC=1C=C2CN(CC2=CC1)C(=O)OC